7-(trifluoromethyl)chromane-2,4-dione FC(C1=CC=C2C(CC(OC2=C1)=O)=O)(F)F